6-amino-5-(4-((2-methoxybenzyl)oxy)phenyl)pyrimidin NC1=C(C=NC=N1)C1=CC=C(C=C1)OCC1=C(C=CC=C1)OC